O=C1NC(CCC1N1C(C2=CC=CC(=C2C1=O)CCC1CCN(CC1)CC=O)=O)=O 2-[4-[2-[2-(2,6-dioxo-3-piperidinyl)-1,3-dioxo-isoindol-4-yl]ethyl]-1-piperidinyl]acetaldehyde